(5-(5-(6-(4-methylpiperazin-1-yl)pyridin-3-yl)-1H-pyrrolo[2,3-b]pyridin-3-yl)pyrazolo[1,5-a]pyridin-3-yl)(morpholino)methanone CN1CCN(CC1)C1=CC=C(C=N1)C=1C=C2C(=NC1)NC=C2C2=CC=1N(C=C2)N=CC1C(=O)N1CCOCC1